FC(C1=NOC2=C1C=CC(=C2)CC2CC1(CN(C1)C(=O)OC(C)(C)C)C2)(F)F tert-butyl 6-[[3-(trifluoromethyl)-1,2-benzoxazol-6-yl]methyl]-2-azaspiro[3.3]heptane-2-carboxylate